tridecyl 5-bromopentanoate BrCCCCC(=O)OCCCCCCCCCCCCC